N-((1R,2S)-3-methyl-1-((1-(1-methyl-6-oxo-1,6-dihydropyridin-3-yl)-1H-indazol-5-yl)oxy)-1-phenylbutan-2-yl)-2-oxopropanamide CC([C@@H]([C@@H](C1=CC=CC=C1)OC=1C=C2C=NN(C2=CC1)C1=CN(C(C=C1)=O)C)NC(C(C)=O)=O)C